tert-butyl 4-((5-chloropyridin-2-yl) methyl)-4-hydroxypiperidine-1-carboxylate ClC=1C=CC(=NC1)CC1(CCN(CC1)C(=O)OC(C)(C)C)O